methyl 4-[3-[(1R)-3-(4-hydroxy-1-piperidyl)-1-[[(7S)-7-tert-butyl-5,6,7,8-tetrahydrothiazolo[5,4-b]quinoline-2-carbonyl]amino]propyl]benzoyl]morpholine-2-carboxylate OC1CCN(CC1)CC[C@@H](NC(=O)C=1SC2=NC=3CC[C@@H](CC3C=C2N1)C(C)(C)C)C=1C=C(C(=O)N2CC(OCC2)C(=O)OC)C=CC1